(S)-4-amino-5-cyano-6-((1-(8-chloro-4-oxo-2-phenyl-1,4-dihydroquinolin-3-yl)ethyl)amino)pyrimidine NC1=NC=NC(=C1C#N)N[C@@H](C)C1=C(NC2=C(C=CC=C2C1=O)Cl)C1=CC=CC=C1